C1(CC1)C1=NC=C2N1C=CC(=C2)S(=O)(=O)NC([2H])([2H])[2H] 3-cyclopropyl-N-(trideuteriomethyl)imidazo[1,5-a]pyridine-7-sulfonamide